7-isopropyl-2-(prop-1-en-2-yl)-N-(1-(3,4,5-trimethoxyphenyl)-1H-imidazol-4-yl)-7H-pyrrolo[2,3-d]pyrimidin-4-amine C(C)(C)N1C=CC2=C1N=C(N=C2NC=2N=CN(C2)C2=CC(=C(C(=C2)OC)OC)OC)C(=C)C